6-methyl-adenosine monophosphate P(=O)(O)(O)OC[C@@H]1[C@H]([C@H]([C@@H](O1)N1CN=C2C(N)(N=CN=C12)C)O)O